N'-acetyl-4-amino-N',1-dimethyl-N-((2-methylbenzo[d]thiazol-6-yl)methyl)-1H-pyrazolo[4,3-c]quinoline-8-carbohydrazide C(C)(=O)N(N(C(=O)C1=CC=2C3=C(C(=NC2C=C1)N)C=NN3C)CC3=CC1=C(N=C(S1)C)C=C3)C